COC=1C=C2CCN(CC2=CC1NC1=NC=C(C(=N1)NCC1=CC=C(C=C1)C(F)(F)F)C(=O)N)C 2-[(6-methoxy-2-methyl-1,2,3,4-tetrahydroisoquinolin-7-yl)amino]-4-({[4-(trifluoromethyl)phenyl]methyl}amino)pyrimidine-5-carboxamide